N1N=C(C=C1)C1=CC2=C(N=C(S2)NC(=O)[C@H]2[C@H](C2)F)C=C1 (1s,2s)-N-(6-(1H-pyrazol-3-yl)benzo[d]thiazol-2-yl)-2-fluorocyclopropane-1-carboxamide